C(C)(C)(C)OC(=O)NNC(=O)N1CCN(CC1)C(COCCOCCNC(O)=O)=O.N1C(=NC=C1)C(=O)C1=C(C=C(C=C1)C(F)(F)F)OC (1H-imidazol-2-yl)(2-methoxy-4-(trifluoromethyl)phenyl)methanone (2-{2-[2-(4-{N'-[(tert-butoxy)carbonyl]hydrazinecarbonyl}piperazin-1-yl)-2-oxoethoxy]ethoxy}ethyl)carbamate